C(C)C([C@H](N)C(=O)O)C1=CNC2=CC(=CC=C12)C β-Ethyl-6-methyltryptophan